(2,2-dimethylpropyl)amine CC(CN)(C)C